C1=CC=CC=2C3=CC=CC=C3C(C12)N([C@H](C(=O)O)CCC1=CC=C(C=C1)C)C(=O)OC (2S)-2-(9H-fluoren-9-yl-methoxycarbonylamino)-4-(4-methylphenyl)butanoic acid